trimethoxy phosphite P(OOC)(OOC)OOC